(R)-tert-Butyl 3-benzyl-4-(3-(3-(benzyloxy)-2,4-difluoro-5-(trifluoromethyl)phenyl)-1-methyl-1H-pyrazolo[3,4-d]pyrimidin-6-yl)piperazine-1-carboxylate C(C1=CC=CC=C1)[C@@H]1CN(CCN1C1=NC=C2C(=N1)N(N=C2C2=C(C(=C(C(=C2)C(F)(F)F)F)OCC2=CC=CC=C2)F)C)C(=O)OC(C)(C)C